(4-fluoro-2-iodophenyl)hydrazine hydrochloride Cl.FC1=CC(=C(C=C1)NN)I